1-(2-fluoro-{1,1'-biphenyl}-4-yl)ethane-1-one FC1=C(C=CC(=C1)C(C)=O)C1=CC=CC=C1